ClC1=C(C=CC(=C1)C(F)(F)F)N1C(OC2=C1C=CC(=C2)O)=O (2-chloro-4-(trifluoromethyl)phenyl)-6-hydroxy-benzoxazol-2(3H)-one